4-(((1-(1-(cyclopentanecarbonyl)piperidin-4-yl)-1H-pyrazol-4-yl)methyl)amino)-2-(2,6-dioxopiperidin-3-yl)isoindoline-1,3-dione C1(CCCC1)C(=O)N1CCC(CC1)N1N=CC(=C1)CNC1=C2C(N(C(C2=CC=C1)=O)C1C(NC(CC1)=O)=O)=O